8-Methoxy-6-(5-methylpyrimidin-2-yl)-N-[[3-(trifluoromethyl)-1,2,4-oxadiazol-5-yl]methyl]quinazolin-4-amine COC=1C=C(C=C2C(=NC=NC12)NCC1=NC(=NO1)C(F)(F)F)C1=NC=C(C=N1)C